N-[5-(2-chloro-5-cyanophenyl)-1-trityl-1H-indazol-3-yl]-3-(prop-2-ylamino)cyclobutanecarboxamide ClC1=C(C=C(C=C1)C#N)C=1C=C2C(=NN(C2=CC1)C(C1=CC=CC=C1)(C1=CC=CC=C1)C1=CC=CC=C1)NC(=O)C1CC(C1)NC(C)C